(3S,4S)-8-(5-chloropyrimidin-2-yl)-3-methyl-2-oxa-8-azaspiro[4.5]decan-4-amine ClC=1C=NC(=NC1)N1CCC2([C@@H]([C@@H](OC2)C)N)CC1